O=C1CCN(CC1)CCC(=O)OC(C)(C)C tert-butyl 3-(4-oxo-1-piperidyl)propanoate